Ethyl (1S,2S)-2-((benzyloxy)methyl)-1-methylcyclopropane-1-carboxylate C(C1=CC=CC=C1)OC[C@@H]1[C@](C1)(C(=O)OCC)C